(3R,11aS)-N-[(2,4-Difluorophenyl)methyl]-6-hydroxy-3-(2-methyl-propyl)-5,7-dioxo-2,3,5,7,11,11a-hexahydro[1,3]oxazolo[3,2-a]pyrido[1,2-d]pyrazine-8-carboxamide FC1=C(C=CC(=C1)F)CNC(=O)C=1C(C(=C2N(C[C@H]3N(C2=O)[C@@H](CO3)CC(C)C)C1)O)=O